C1=CC(=CC=C1[C@H](C(=O)O)O)O The molecule is a 4-hydroxymandelic acid that has R-configuration. It is a conjugate acid of a (R)-4-hydroxymandelate. It is an enantiomer of a (S)-4-hydroxymandelic acid.